COC1=CC=C(C=C1)SC=C(C1=CC=CC=C1)C1=CC=CC=C1 (2,2-diphenylvinyl) (4-methoxyphenyl) sulfide